Methyl (6S)-6-hydroxyoct-7-ynoate Methyl-(6S)-6-hydroxy-8-trimethylsilyl-oct-7-ynoate COC(CCCC[C@@H](C#C[Si](C)(C)C)O)=O.O[C@@H](CCCCC(=O)OC)C#C